ClC=1C=NC=C(C1[C@@H](C)OC=1C=C2C(=NNC2=CC1OC)C=1C=C(C(=NC1)N1CC2(C1)CN(C2)S(=O)(=O)C)CNC)Cl (R)-1-(5-(5-(1-(3,5-dichloropyridin-4-yl)ethoxy)-6-methoxy-1H-indazol-3-yl)-2-(6-(methylsulfonyl)-2,6-diazaspiro[3.3]heptan-2-yl)pyridin-3-yl)-N-methylmethanamine